tert-butyl ((3S,5R)-2,2-bis(hydroxymethyl)-5-(5-methyl-2,4-dioxo-3,4-dihydropyrimidin-1(2H)-yl)tetrahydrofuran-3-yl)carbamate OCC1(O[C@H](C[C@@H]1NC(OC(C)(C)C)=O)N1C(NC(C(=C1)C)=O)=O)CO